2-amino-4-methyl-N-(5-methyl-2-((4-(4-methylpiperazin-1-yl)phenyl)amino)thieno[2,3-d]pyrimidine-4-yl)pentanamide NC(C(=O)NC=1C2=C(N=C(N1)NC1=CC=C(C=C1)N1CCN(CC1)C)SC=C2C)CC(C)C